[Pd](Cl)Cl.C1(=CC=CC=C1)P([C-]1C=CC=C1)C1=CC=CC=C1.[C-]1(C=CC=C1)P(C1=CC=CC=C1)C1=CC=CC=C1.[Fe+2] [1,1'-bis{diphenylphosphino}ferrocene] palladium dichloride